ClC=1C(=NC=CC1C1=NC(=C(C=C1)CNC[C@H]1NC(CC1)=O)OC)C=1C(=C(C=CC1)NC(C1=NC=C(C=C1)CNCC(C)(C)O)=O)C (S)-N-(3-(3'-chloro-6-methoxy-5-((((5-oxopyrrolidin-2-yl)methyl)amino)methyl)-[2,4'-bipyridin]-2'-yl)-2-methylphenyl)-5-(((2-hydroxy-2-methylpropyl)amino)methyl)picolinamide